C1(=CC=CC=C1)C1=CC=C(C=N1)S(=O)(=O)NC=1C=CC=C2C=CC=NC12 6-phenyl-N-(quinolin-8-yl)pyridine-3-sulfonamide